1-(3-bromo-4-fluorobenzyl)guanidine BrC=1C=C(CNC(=N)N)C=CC1F